FC1=C(O[C@H](CN2N=NN=C2)C)C=C(C=C1)C1=CC=C2C(=N1)N=CN2COCC[Si](C)(C)C 1-[(2S)-2-[2-fluoro-5-(1-{[2-(trimethylsilyl)ethoxy]methyl}-1H-imidazo[4,5-b]pyridin-5-yl)phenoxy]propyl]-1H-tetrazole